C(C=C)(=O)OCC1(COC1)C 3-(acryloxymethyl)-3-methyloxetane